O1C(=NC2=C1C=CC=C2)[C@@H]([C@H]2N(C[C@H](C2)F)C(=O)OC(C)(C)C)O (2S,4S)-tert-butyl 2-((R)-benzo[d]oxazol-2-yl(hydroxy)methyl)-4-fluoropyrrolidine-1-carboxylate